1,4-dimethylquinolin-1-ium hexafluorophosphate F[P-](F)(F)(F)(F)F.C[N+]1=CC=C(C2=CC=CC=C12)C